tert-butyl (R)-4-((2-(2-(azetidin-1-yl)-4-(methoxycarbonyl)phenyl)piperidin-1-yl)methyl)-5-methoxy-7-methyl-1H-indole-1-carboxylate N1(CCC1)C1=C(C=CC(=C1)C(=O)OC)[C@@H]1N(CCCC1)CC1=C2C=CN(C2=C(C=C1OC)C)C(=O)OC(C)(C)C